N1(CCNCCC1)C1=NN(C(C2=CC=CC=C12)=O)C1=C(C=C(C=C1)F)F 4-(1,4-Diazepan-1-yl)-2-(2,4-difluorophenyl)phthalazin-1(2H)-one